barium dibutanolate C(CCC)[O-].C(CCC)[O-].[Ba+2]